NC1=NC2=CC=C(C=C2C(=C1)C)C(=O)N(CC1=NC=C(C=C1)C(F)(F)F)CC1=NN(C=C1)C 2-amino-4-methyl-N-((1-methyl-1H-pyrazol-3-yl)methyl)-N-((5-(trifluoromethyl)-2-pyridinyl)methyl)-6-quinolinecarboxamide